cobalt (ii) chloride [Co](Cl)Cl